FC(C(=O)N1[C@H](CN(CC1)C1=NC(=NC2=CC(=CC=C12)C1=CC=CC=2CC3C(C12)C3)OC[C@H]3N(CCC3)C)CC#N)=C 2-((2S)-1-(2-fluoroacryloyl)-4-(2-(((S)-1-methylpyrrolidin-2-yl)methoxy)-7-(1,1a,6,6a-tetrahydrocyclopropa[a]inden-2-yl)quinazolin-4-yl)piperazin-2-yl)acetonitrile